N-propyl-2H-pyrazole C(CC)N1NCC=C1